4-((1-(4-(2-(2-aminopyridin-3-yl)-5-(2-methoxypyridin-4-yl)-3H-imidazo[4,5-b]pyridin-3-yl)benzyl)piperidin-4-yl)amino)pyrimidine-2-carbonitrile NC1=NC=CC=C1C1=NC=2C(=NC(=CC2)C2=CC(=NC=C2)OC)N1C1=CC=C(CN2CCC(CC2)NC2=NC(=NC=C2)C#N)C=C1